C(C=1C(O)=CC=CC1)=O.C(C=1C(O)=CC=CC1)=O.C(C=1C(O)=CC=CC1)=O.[Al] aluminum tris(salicylaldehyde)